O1C(=CC=C1)C(=O)[O-] Furanate